ClC=1C(=C(C=CC1)NC(=O)NCC=1C=C2CN(C(C2=CC1)=O)C1C(NC(CC1)=O)=O)OC 1-(3-chloro-2-methoxy-phenyl)-3-[[2-(2,6-dioxo-3-piperidyl)-1-oxo-isoindolin-5-yl]methyl]urea